N1=C(C=CC=C1)C=CC1=NC=CC=C1 1,2-bis(2-pyridyl)ethylene